3-[3-(dimethylamino)phenyl]-5-[6-[3-(dimethylamino)propoxy]-3-pyridyl]pyridin-2-amine CN(C=1C=C(C=CC1)C=1C(=NC=C(C1)C=1C=NC(=CC1)OCCCN(C)C)N)C